(7-(6-chloropyridin-3-yl)pyrazolo[1,5-a]pyridin-3-yl)(piperidin-1-yl)methanone ClC1=CC=C(C=N1)C1=CC=CC=2N1N=CC2C(=O)N2CCCCC2